FC=1C=C2C(=NN(C2=CC1)C1COC1)C(=O)N1CCC(CC1)C1=C(C=CC=C1)C(F)(F)F (5-fluoro-1-(oxetan-3-yl)-1H-indazol-3-yl)(4-(2-(trifluoromethyl)phenyl)piperidin-1-yl)methanone